methyl-4H-1,2-oxazol CC1=NOCC1